(E)-3-(3-methyl-4-(3-oxo-3-(2,7-diazaspiro[3.5]nonan-2-yl)prop-1-en-1-yl)-1H-indazol-1-yl)piperidine-2,6-dione CC1=NN(C2=CC=CC(=C12)\C=C\C(N1CC2(C1)CCNCC2)=O)C2C(NC(CC2)=O)=O